[Na+].[Na+].[Na+].[Na+].C1(=CC(=C2C=CC=3C(=CC(=C4C=CC1=C2C34)S(=O)(=O)[O-])S(=O)(=O)[O-])S(=O)(=O)[O-])S(=O)(=O)[O-] 1,3,6,8-pyrenetetrasulfonic acid, tetrasodium salt